(1R,3S)-3-[3-({[1-methyl-5-(trifluoromethyl)-1H-pyrazol-4-yl]acetyl}-amino)-1H-pyrazol-5-yl]cyclopentyl (2S)-butan-2-ylcarbamate C[C@@H](CC)NC(O[C@H]1C[C@H](CC1)C1=CC(=NN1)NC(CC=1C=NN(C1C(F)(F)F)C)=O)=O